NC1=NC=CC=C1C1=NC=2C(=NC(=CC2)C2=CC=CC=C2)N1C1=CC=C(C=C1)C1CN(C1)C[C@H]1C[C@@H](CC1)C(=O)O (1R,3R)-3-((3-(4-(2-(2-aminopyridin-3-yl)-5-phenyl-3H-imidazo[4,5-b]pyridin-3-yl)phenyl)azetidin-1-yl)methyl)cyclopentane-1-carboxylic acid